BrC1=C(C=CC=C1Cl)N=NC1(C(CCC1)=O)C(=O)OC methyl 1-((2-bromo-3-chlorophenyl)diazenyl)-2-oxocyclopentane-1-carboxylate